N-benzyl-O-ethyl-N-((trimethylsilyl)methyl)hydroxylamine C(C1=CC=CC=C1)N(OCC)C[Si](C)(C)C